2-Amino-4-(3-((S)-3-((cyclopropylmethyl)(methyl)amino)pyrrolidin-1-yl)-5-fluoro-7,9-dihydrofuro[3,4-f]quinazolin-6-yl)-7-fluorothieno[3,2-c]pyridine-3-carbonitrile NC1=C(C=2C(=NC=C(C2S1)F)C=1C2=C(C=3C=NC(=NC3C1F)N1C[C@H](CC1)N(C)CC1CC1)COC2)C#N